2-((4-cyanophenyl)thio)propanoic acid C(#N)C1=CC=C(C=C1)SC(C(=O)O)C